1-Iodo-4-[(2-methylpentyl)oxy]benzene IC1=CC=C(C=C1)OCC(CCC)C